CN1C(C(C2=CC=CC(=C12)C)=NCC(F)(F)F)=O 1,7-dimethyl-3-((2,2,2-trifluoroethyl)imino)-1H-indol-2-one